(2E)-6-iodo-1,1-dimethoxy-2-hexene ICCC/C=C/C(OC)OC